C(C)(C)(C)OC(=O)N(C1=NC=C(C=N1)CCC(=O)[O-])C(=O)OC(C)(C)C 3-(2-(bis(tert-butoxycarbonyl)amino) pyrimidin-5-yl)propanoate